N1C(=NC2=C1C=CC=C2)CNC2=NC(=NN1C2=NC=C1Br)N1CCNCC1 N-(1H-benzimidazol-2-ylmethyl)-7-bromo-2-(piperazin-1-yl)imidazo[2,1-f][1,2,4]triazin-4-amine